ClC1=CC=C(CNC(=O)NC2=CC=C(C=C2)C(C)N2C(CCCC2)=O)C=C1 1-(4-chloro-benzyl)-3-(4-(1-(2-oxopiperidin-1-yl)ethyl)phenyl)urea